The molecule is an amino tetrasaccharide that is 3-O-(2-acetamido-2-deoxy-alpha-D-glucopyranosyl)-D-galactopyranose in which the acetamidoglucosyl group has been glycosylated at positions 3 and 4 by beta-D-galactosyl and alpha-L-fucosyl groups, respectively. It is an oligosaccharide, a member of acetamides and an amino tetrasaccharide. C[C@H]1[C@H]([C@H]([C@@H]([C@@H](O1)O[C@@H]2[C@H](O[C@@H]([C@@H]([C@H]2O[C@H]3[C@@H]([C@H]([C@H]([C@H](O3)CO)O)O)O)NC(=O)C)O[C@H]4[C@H]([C@H](OC([C@@H]4O)O)CO)O)CO)O)O)O